BrC=1C=C(C=C2C(N(C(=NC12)Cl)CC1COCC1)=O)C 8-bromo-2-chloro-6-methyl-3-(tetrahydrofuran-3-ylmethyl)quinazolin-4-one